6-(2,2-Dimethylazetidin-1-yl)-4-fluoro-N-[(2-methyl-8-quinolyl)sulfonyl]benzofuran-2-carboxamide CC1(N(CC1)C1=CC2=C(C=C(O2)C(=O)NS(=O)(=O)C=2C=CC=C3C=CC(=NC23)C)C(=C1)F)C